C(CCC)OC(=O)C1(C2(CCC(C1C(=O)OCCCC)C2)CC(C)C)CC(C)C diisobutyl-bicyclo[2.2.1]heptane-2,3-dicarboxylic acid dibutyl ester